NC1=NC=C(C2=CC(=CC=C12)NC(=O)C1=CC2=C(OCCC3=C2SC=C3)C=C1C=1C(=NC(=CC1)C(NCCC)=O)C(=O)O)F 3-(9-((1-amino-4-fluoroisoquinolin-6-yl)carbamoyl)-4,5-dihydrobenzo[b]thieno[2,3-d]oxepin-8-yl)-6-(propylcarbamoyl)picolinic acid